6-methyl-3-[5-(trifluoromethyl)pyrimidin-2-yl]Pyridine-2-carbonitrile CC1=CC=C(C(=N1)C#N)C1=NC=C(C=N1)C(F)(F)F